C1(CC1)OC=1C=C(C=CC1)N1C(C(C2=CC(=CC=C12)C(=O)NC1(CCS(CC1)(=O)=O)C)(C)C)=O 1-[3-(cyclopropyloxy)phenyl]-3,3-dimethyl-N-(4-methyl-1,1-dioxo-thiacyclohex-4-yl)-2-oxo-indoline-5-carboxamide